(R)-5-(2-(dimethylamino)ethoxy)-N-(1-(2-(1-(2-hydroxy-2-methylpropyl)-1H-pyrazol-4-yl)quinolin-4-yl)ethyl)-2-methylbenzamide CN(CCOC=1C=CC(=C(C(=O)N[C@H](C)C2=CC(=NC3=CC=CC=C23)C=2C=NN(C2)CC(C)(C)O)C1)C)C